(2S)-2-[(2S)-2-[(2S)-3-(4-hydroxyphenyl)-2-{[(2S)-pyrrolidin-2-yl]formamido}propanamido]-3-(pyridin-2-yl)propanamido]-5,5-dimethylhexanoic acid OC1=CC=C(C=C1)C[C@@H](C(=O)N[C@H](C(=O)N[C@H](C(=O)O)CCC(C)(C)C)CC1=NC=CC=C1)NC(=O)[C@H]1NCCC1